3-(5-(((1S,2S)-2-(3-cyclopropylazetidin-1-yl)cyclohexyl)oxy)-1-oxoisoindolin-2-yl)piperidine-2,6-dione C1(CC1)C1CN(C1)[C@@H]1[C@H](CCCC1)OC=1C=C2CN(C(C2=CC1)=O)C1C(NC(CC1)=O)=O